BrC1=C(OC=2C=C(C=CC2)O)C=CC(=C1)CS(=O)(=O)CC 3-[2-bromo-4-(ethylsulfonylmethyl)phenoxy]phenol